bis[1,3-dimethyl-3-(tert-butylperoxy) butyl] carbonate C(OC(CC(C)(OOC(C)(C)C)C)C)(OC(CC(C)(OOC(C)(C)C)C)C)=O